o-dimethylphenylhexadecyloxy phosphate P(=O)(OOCCCCCCCCCCCCCCCCC1(C(C=CC=C1)C)C)([O-])[O-]